C(C1=CC=CC=C1)[C@@H]1C(N2C(N(O1)C(=O)OCCCCC)CN(C([C@@H]2CC2=CC=C(C=C2)O)=O)[C@H](C(=O)NCCCC(C)C)CC2=CC=C(C=C2)O)=O pentyl (3R,6S)-3-benzyl-6-(4-hydroxybenzyl)-8-((S)-3-(4-hydroxyphenyl)-1-((4-methylpentyl)amino)-1-oxopropan-2-yl)-4,7-dioxohexahydropyrazino[2,1-c][1,2,4]oxadiazine-1(6H)-carboxylate